N-(8-amino-1-oxo-tetralin-5-yl)acetamide NC=1C=CC(=C2CCCC(C12)=O)NC(C)=O